CSC1=NC=C2CN(C3=NC=CN3C2=N1)C1CCN(C2=CC=CC=C12)C(=O)OC(C)(C)C tert-butyl 4-(12-methylsulfanyl-2,5,7,11,13-pentazatricyclo[7.4.0.02,6]trideca-1(13),3,5,9,11-pentaen-7-yl)-3,4-dihydro-2H-quinoline-1-carboxylate